COC(=O)C=1C=2C(=CNC2C(=CC1)OC)C=C[N+](=O)[O-] 7-methoxy-3-(2-nitrovinyl)-1H-indole-4-carboxylic acid methyl ester